butyl-1-adamantylphosphine acetate C(C)(=O)O.C(CCC)PC12CC3CC(CC(C1)C3)C2